C(C)(C)(C)OC(=O)N1CC2=C(C=C(C=C2CC1)C1=NNC=C1)OCC1=CC=CC=C1 8-(benzyloxy)-6-(1H-pyrazol-3-yl)-3,4-dihydroisoquinoline-2(1H)-carboxylic acid tert-butyl ester